COC(=O)[C@H]1O[C@](C[C@H]1C1=C(C=C(C=C1)OC(F)(F)F)Cl)(C(F)(F)F)C |r| rac-(2s,3s,5r)-3-(2-chloro-4-(trifluoromethoxy)phenyl)-5-methyl-5-(trifluoromethyl)tetrahydrofuran-2-carboxylic acid methyl ester